ClC=1C(N(C(=CC1NCC1=C(C=C(C=C1)F)F)C)CC=1C=C(C#N)C=CC1)=O 3-{[3-chloro-4-[(2,4-difluorobenzyl)amino]-6-methyl-2-oxopyridin-1(2H)-yl]methyl}benzonitrile